(3,5-bis(trifluoromethyl)phenyl)acrylamide FC(C=1C=C(C=C(C1)C(F)(F)F)C(C(=O)N)=C)(F)F